C(C)N1C(OC=C1)=O N-ethyl-oxazolon